tert-butyl 4-((1-(2-(4-(4-bromo-2-chlorophenyl)-1H-pyrazol-1-yl)acetyl)piperidin-4-yl)methyl)piperazine-1-carboxylate BrC1=CC(=C(C=C1)C=1C=NN(C1)CC(=O)N1CCC(CC1)CN1CCN(CC1)C(=O)OC(C)(C)C)Cl